BrC1=CC(=C(O[C@H](C(=O)O)C)C=C1F)C=1N=COC1 (2S)-2-[4-bromo-5-fluoro-2-(1,3-oxazol-4-yl)phenoxy]propionic acid